Dimethyl 7-amino-3-(4-methoxybenzoyl)indolizine-1,2-dicarboxylate NC=1C=CN2C(=C(C(=C2C1)C(=O)OC)C(=O)OC)C(C1=CC=C(C=C1)OC)=O